N-(2-fluoro-4-methyl-3-(5-(pyridin-3-yl)-1H-pyrrolo[2,3-b]pyridine-3-carbonyl)phenyl)propane-1-sulfonamide FC1=C(C=CC(=C1C(=O)C1=CNC2=NC=C(C=C21)C=2C=NC=CC2)C)NS(=O)(=O)CCC